5-(8-(7-ethyl-1,3-dimethyl-2-oxo-1,2-dihydroquinolin-5-yl)isoquinolin-3-yl)picolinic acid C(C)C1=CC(=C2C=C(C(N(C2=C1)C)=O)C)C=1C=CC=C2C=C(N=CC12)C=1C=CC(=NC1)C(=O)O